C(C1=CC=CC=C1)OC(=O)N[C@@H](COCCNC(OC(C)(C)C)=O)CNC(=O)C=1NC2=CC=CC=C2C1C1=CC=C(C=C1)F tert-butyl (R)-(2-(2-(((benzyloxy)carbonyl)amino)-3-(3-(4-fluorophenyl)-1H-indole-2-carboxamido)propoxy)ethyl)carbamate